NC1=NC=2C(=CC(=CC2C=2N1N=C(N2)CN[C@H](C(F)(F)F)C2=CC=C(C=C2)C(C)(C)O)F)OC |o1:16| (S or R)-2-(4-(1-(((5-amino-9-fluoro-7-methoxy-[1,2,4]triazolo[1,5-c]quinazolin-2-yl)methyl)amino)-2,2,2-trifluoroethyl)phenyl)propan-2-ol